ClC1=C(C=CC=C1)C1NCC2=NN=C(N2C=2SC=3CC(CC3C12)C(=O)O)C 9-(2-chlorophenyl)-3-methyl-16-thia-2,4,5,8-tetraazatetracyclo[8.6.0.02,6.011,15]hexadeca-1(10),3,5,11(15)-tetraene-13-carboxylic acid